N(=[N+]=[N-])C[C@H]1[C@H]([C@H](N1S(=O)(=O)C1=C(C=CC=C1)[N+](=O)[O-])CN1C(C2=CC=CC=C2C1=O)=O)C1=CC=C(C=C1)C#CC1=CC=CC=C1 2-(((2S,3S,4R)-4-(azidomethyl)-1-((2-nitrophenyl)sulfonyl)-3-(4-(phenylethynyl)phenyl)azetidin-2-yl)methyl)isoindoline-1,3-dione